CN(C1CN(C1)C(=O)N1N=CC(=C1)C1=CNC2=NC=C(C=C21)C2=CC=C1CCN(CC1=C2)C)C (3-(dimethylamino)azetidin-1-yl)(4-(5-(2-methyl-1,2,3,4-tetrahydroisoquinolin-7-yl)-1H-pyrrolo[2,3-b]pyridin-3-yl)-1H-pyrazol-1-yl)methanone